FC1(C[C@H](NC1)[C@H]1CN2CC(CC3=C(SC(C(N1)=O)=C32)C=3C=NNC3)(F)F)F (10R)-10-[(2S)-4,4-difluoropyrrolidin-2-yl]-6,6-difluoro-3-(1H-pyrazol-4-yl)-2-thia-8,11-diazatricyclo[6.4.1.04,13]trideca-1(13),3-dien-12-one